6-chloro-4-methyl-7-(methylthio)-2,4-dihydro-1,4-benzoxazin-3-one ClC=1C(=CC2=C(N(C(CO2)=O)C)C1)SC